C1(=CC=CC=C1)C=1NC2=CC=CC=C2C1CCC(C(=O)N)CCCCCCCCCC [2-(2-phenyl-1H-indol-3-yl)ethyl]dodecanamide